C(C#CCCCCC)C1=C(C=CC(=C1)C)S(=O)(=O)OO[Si](C)(C)C(C)(C)C (tert-butyldimethylsilyloxy) oct-2-yn-1-yl-4-methylbenzenesulfonate